C(C)(C)(C)OC(=O)N1CCC(CC1)N1N=CC(=C1)/C=N/S(=O)C(C)(C)C.C(C)(C)(C)N1CCC1 tert-Butyl-azetidin tert-Butyl-(E)-4-(4-(((tert-butylsulfinyl)imino)methyl)-1H-pyrazol-1-yl)piperidine-1-carboxylate